FC(C1=CC=C(OCC(=O)O)C=C1)F 2-(4-(difluoromethyl)phenoxy)acetic acid